6-butyl-3-((5-cyclopropylpyridin-2-yl)sulfonyl)-5-(2,6-dimethoxyphenyl)-4-hydroxypyridin-2(1H)-one C(CCC)C1=C(C(=C(C(N1)=O)S(=O)(=O)C1=NC=C(C=C1)C1CC1)O)C1=C(C=CC=C1OC)OC